C12(CC3CC(CC(C1)C3)C2)CC(=O)NC2=CC(=C(C=C2)NC(CC=2C(=NC=CC2)Cl)=O)N N-[4-[[2-(1-adamantyl)acetyl]amino]-2-amino-phenyl]-2-(2-chloro-3-pyridinyl)acetamide